(2,3,5,6-tetrafluoro-4-methylphenyl)sulfonium FC1=C(C(=C(C(=C1F)C)F)F)[SH2+]